N-(4-(6-aminopyridin-3-yl)pyrimidin-2-yl)-3,3,3-trifluoro-N-(1-methyl-1H-pyrazol-4-yl)propane-1-sulfonamide NC1=CC=C(C=N1)C1=NC(=NC=C1)N(S(=O)(=O)CCC(F)(F)F)C=1C=NN(C1)C